1-(2-((5-amino-1,3,4-thiadiazol-2-yl)oxy)ethyl)cyclopropane-1-carbonitrile NC1=NN=C(S1)OCCC1(CC1)C#N